2-(3-bromophenyl)-7,7-difluoro-6-hydroxy-N',2,5,5-tetramethylnon-8-ynehydrazide BrC=1C=C(C=CC1)C(C(=O)NNC)(CCC(C(C(C#C)(F)F)O)(C)C)C